C(C1=CC=CC=C1)N1N(C(=C(C1=O)C(F)(F)F)N(CCC)CC1=CC=CC=C1)C(=O)[O-] 2-benzyl-5-(benzyl(propyl)amino)-3-oxo-4-(trifluoromethyl)-pyrazole-1-carboxylate